BrC=1C=2C(N=C3N(C2C=CC1)C1=CC(=CC=C1C31CCCCC1)N1CCC(CC1)CN1CCC3(CC1)OC1=C(C3)C=C(C=C1)C1C(NC(CC1)=O)=O)=O 3-(1'-((1-(4'-bromo-5'-oxo-5'H-spiro[cyclohexane-1,7'-indolo[1,2-a]quinazolin]-10'-yl)piperidin-4-yl)methyl)-3H-spiro[benzofuran-2,4'-piperidin]-5-yl)piperidine-2,6-dione